2-(2-(3'-(3-(2,8-diazaspiro[4.5]dec-2-yl)propoxy)-2,2'-dimethyl-[1,1'-biphenyl]-3-yl)-6,7-dihydrothiazolo[5,4-c]pyridin-5(4H)-yl)ethanol C1N(CCC12CCNCC2)CCCOC=2C(=C(C=CC2)C2=C(C(=CC=C2)C=2SC=1CN(CCC1N2)CCO)C)C